CN1C(C(=CC=C1)C(=O)Cl)=O 1-methyl-2-oxo-1,2-dihydropyridine-3-carbonyl chloride